COCC1=NN2C(N=CC=C2C(=O)NC2C(CC(CC2)(F)F)F)=C1C(=O)N 2-(Methoxymethyl)-N7-(2,4,4-trifluorocyclohexyl)pyrazolo[1,5-a]pyrimidine-3,7-dicarboxamide